C(#N)C=1C=NC(=NC1)N1CCN(CC1)C(=O)C1=CC=C(C=C1)C1=NC2=C(N1)C=CC=C2C(=O)N 2-(4-(4-(5-cyanopyrimidin-2-yl)piperazine-1-carbonyl)phenyl)-1H-benzo[d]imidazole-4-carboxamide